6-bromo-4-(phenyl-(tetrahydro-2H-pyran-4-yl)methyl)-4H-thieno[2',3':4,5]pyrrolo[3,2-b]pyridine BrC=1C=C2C(=NC1)C1=C(N2C(C2CCOCC2)C2=CC=CC=C2)C=CS1